FC(C)(F)C=1C=C(C=CC1)NC(=O)[C@@]1(C(=NN(C1=O)C1=CC=C(C=C1)OC(F)F)C)C (4S)-N-(3-(1,1-difluoroethyl)phenyl)-1-(4-(difluoromethoxy)phenyl)-3,4-dimethyl-5-oxo-4,5-dihydro-1H-pyrazole-4-carboxamide